4-[4-fluoro-2-(2,2,2-trifluoroethoxy)phenyl]-2-[4-(1,1,3,3-tetrafluoro-2-hydroxypropan-2-yl)phenyl]-2,3-dihydro-1H-pyrrolo[3,4-c]pyridin-1-one FC1=CC(=C(C=C1)C1=NC=CC2=C1CN(C2=O)C2=CC=C(C=C2)C(C(F)F)(C(F)F)O)OCC(F)(F)F